C(C)(C)(C)OC(CC1CC(CC1)C1=NN(C(=C1)NC(CC1=CC(=NO1)C)=O)C(C)(C)C)=O 2-(3-(1-(tert-butyl)-5-(2-(3-methylisoxazol-5-yl)acetamido)-1H-pyrazol-3-yl)cyclopentyl)acetic acid tert-butyl ester